N1(CCOCC1)C1=CC=CC(=N1)C=1N=NN(C1)C1=C(C=C(C=C1)NS(=O)(=O)C)N1CCC2(CC2)CC1 N-(4-(4-(6-morpholinylpyridin-2-yl)-1H-1,2,3-triazol-1-yl)-3-(6-azaspiro[2.5]oct-6-yl)phenyl)methanesulfonamide